ClC1=CC=C(C=C1)C(N1C(N(CC1)CC=1C(=C2CN(C(C2=CC1)=O)C1C(NC(CC1)=O)=O)F)=O)C1=CC=C(C=C1)Cl 3-(5-((3-(bis(4-chlorophenyl)methyl)-2-oxoimidazolidin-1-yl)methyl)-4-fluoro-1-oxoisoindolin-2-yl)piperidine-2,6-dione